5-bromo-2-[2-(3,4-difluoro-2-methoxy-phenoxy)-5-fluoro-4-(trifluoromethyl)phenyl]-6-methoxy-1H-1,7-naphthyridin-4-one BrC1=C2C(C=C(NC2=CN=C1OC)C1=C(C=C(C(=C1)F)C(F)(F)F)OC1=C(C(=C(C=C1)F)F)OC)=O